C(C)(C)C1=CC=C(C=C1)C(=O)C(C)(C)O 4-isopropylphenyl-(1-hydroxyisopropyl)methanone